6-methyl-2-(1H-pyrrol-2-yl)-N-(3-(4'-(trifluoromethyl)-[1,1'-biphenyl]-4-yl)propyl)thieno[2,3-d]pyrimidin-4-amine CC1=CC2=C(N=C(N=C2NCCCC2=CC=C(C=C2)C2=CC=C(C=C2)C(F)(F)F)C=2NC=CC2)S1